4-oxa-6-azaspiro[2.4]heptan-5-one C1CC12OC(NC2)=O